(S)-2-((((9H-fluoren-9-yl)methoxy)carbonyl)amino)-3-(5-chloro-2-(1-methyl-1H-pyrazol-3-yl)phenyl)propanoic acid C1=CC=CC=2C3=CC=CC=C3C(C12)COC(=O)N[C@H](C(=O)O)CC1=C(C=CC(=C1)Cl)C1=NN(C=C1)C